4-((dimethylamino)methyl)-N,N-bis(3-methoxybenzyl)thiazol-2-amine CN(C)CC=1N=C(SC1)N(CC1=CC(=CC=C1)OC)CC1=CC(=CC=C1)OC